4-(aminoacetyl)catechol ((2S,3R,4R)-4-(4-methylbenzyl)-2-(3,4,5-trimethoxyphenyl)tetrahydrofuran-3-yl)methylcyclopentanecarboxylate CC1=CC=C(C[C@@H]2[C@H]([C@H](OC2)C2=CC(=C(C(=C2)OC)OC)OC)CC2(CCCC2)C(=O)O)C=C1.NCC(=O)C=1C=C(C(O)=CC1)O